(4aR,8aS)-6-(3-(((2-oxo-2H-chromen-7-yl)oxy)methyl)azetidine-1-carbonyl)hexahydro-2H-pyrido[4,3-b][1,4]oxazin-3(4H)-one O=C1OC2=CC(=CC=C2C=C1)OCC1CN(C1)C(=O)N1C[C@@H]2[C@@H](OCC(N2)=O)CC1